ClC1=NC=C(C=N1)C(=O)NC1C(C(C1(C)C)OC1=CC(=C(C=C1)C#N)Cl)(C)C 2-chloro-N-((1r,3r)-3-(3-chloro-4-cyanophenoxy)2,2,4,4-tetramethylcyclobutyl)pyrimidine-5-carboxamide